C(C)(C)S(=O)(=O)C1CCN(CC1)C1=C2C=CC(=NC2=CC(=C1)S(NC1(CC1)C)(=O)=O)NC(=O)C12CC2C1 N-(5-(4-(isopropylsulfonyl)piperidin-1-yl)-7-(N-(1-methylcyclopropyl)sulfamoyl)quinolin-2-yl)bicyclo[1.1.0]butane-1-carboxamide